(R)-N-(5-(5-ethyl-1,2,4-oxadiazol-3-yl)-2,3-dihydro-1H-inden-1-yl)-6-methylpicolinamide C(C)C1=NC(=NO1)C=1C=C2CC[C@H](C2=CC1)NC(C1=NC(=CC=C1)C)=O